2-(3-iodophenyl)-8-methoxy-5-(trifluoromethyl)pyrido[3,4-d]Pyrimidine IC=1C=C(C=CC1)C=1N=CC2=C(N1)C(=NC=C2C(F)(F)F)OC